NC=1C=CC2=C(COP(O2)(=O)OC[C@H]2O[C@H]([C@H]3[C@@H]2OC(O3)(C)C)N3N=C(N=C3)C(=O)N)C1 1-[(3aR,4R,6R,6aR)-6-[(6-amino-2-oxo-4H-1,3,2-benzodioxaphosphinin-2-yl)oxymethyl]-2,2-dimethyl-3a,4,6,6a-tetrahydrofuro[3,4-d][1,3]dioxol-4-yl]-1,2,4-triazole-3-carboxamide